3-ethyl-5-(1-((1-isopropylpiperidin-4-yl)methyl)piperidin-4-yl)-2-(2-methylpyridin-4-yl)-1H-indole C(C)C1=C(NC2=CC=C(C=C12)C1CCN(CC1)CC1CCN(CC1)C(C)C)C1=CC(=NC=C1)C